NC=1C=CC(=NC1)N1N=C(C(=C1)C1=CN=C(N1C)C(=O)NC1=CC(=C(C=C1)C(=O)N1CCN(CC1)C(=O)C1CC[N+](CC1)(C)C)Cl)C(F)(F)F 5-[1-(5-amino-2-pyridyl)-3-(trifluoromethyl)pyrazol-4-yl]-N-[3-chloro-4-[4-(1,1-dimethylpiperidin-1-ium-4-carbonyl)piperazine-1-carbonyl]phenyl]-1-methyl-imidazole-2-carboxamide